chloro-1-methyl-2-oxo-1,2-dihydroquinoline-3-carboxylate ClC1=C(C(N(C2=CC=CC=C12)C)=O)C(=O)[O-]